ClC1=C(C=CC=C1Cl)N1CCN(CC1)CCC1CCC(CC1)(N)C 4-(2-(4-(2,3-dichlorophenyl)piperazin-1-yl)ethyl)-1-methylcyclohexane-1-amine